iodomethyltriphenyl-phosphorus iodide ICP(C1=CC=CC=C1)(C1=CC=CC=C1)(C1=CC=CC=C1)I